C(C)(C)(C)OC(=O)N1CC(C(C1)(F)F)NS(=O)(=O)C(F)F 3-(difluoromethylsulfonylamino)-4,4-difluoro-pyrrolidine-1-carboxylic acid tert-butyl ester